COC=1C=C(C=C(C1)OC1=CC=C(C=C1)C(F)(F)F)NC(=O)C1N(C(CC1)=O)C N-(3-Methoxy-5-(4-(trifluoromethyl)phenoxy)phenyl)-1-methyl-5-oxo-pyrrolidine-2-carboxamide